C(C)(C)(C)OC(=O)NC1=NC=C(C(=O)O)C(=C1)N[C@H](CO)C1=CC=CC=C1 (S)-6-((tert-butoxycarbonyl)amino)-4-((2-hydroxy-1-phenylethyl)amino)nicotinic acid